Rac-ethyl 2-((1R,3R)-3-((2S,3S)-2-amino-N-hexyl-3-methylpentanamido)-1-(3-hydroxypropoxy)-4-methylpentyl)thiazole-4-carboxylate N[C@H](C(=O)N(CCCCCC)[C@H](C[C@@H](OCCCO)C=1SC=C(N1)C(=O)OCC)C(C)C)[C@H](CC)C |r|